C(C1=CC=CC=C1)N1C(N(C(C=C1I)=O)CC1=CC=CC=C1)=O 1,3-dibenzyl-6-iodopyrimidine-2,4(1H,3H)-dione